2-((((9H-fluoren-9-yl)methoxy)carbonyl)amino)-2-(1-(((tert-butoxycarbonyl)amino)methyl)cyclopropyl)acetic acid C1=CC=CC=2C3=CC=CC=C3C(C12)COC(=O)NC(C(=O)O)C1(CC1)CNC(=O)OC(C)(C)C